ClS(=O)(=O)C1CCC(CC1)(C(=O)OCC[Si](C)(C)C)C 2-(Trimethylsilyl)ethyl 4-(chlorosulfonyl)-1-methylcyclohexanecarboxylate